ClC=1C(=NC=CC1)C(C)(C)NC1=NC=C(C=N1)N1N=CC(=C1)C(=O)NCCO [1-(2-{[1-(3-chloro(2-pyridyl))-isopropyl]amino}pyrimidin-5-yl)pyrazol-4-yl]-N-(2-hydroxyethyl)carboxamide